3-(1-(6-(2,4-dioxo-1,2,3,4-tetrahydropyrimidin-5-yl)imidazo[1,2-b]pyridazin-8-yl)pyrrolidin-3-yl)-N-methylbenzamide O=C1NC=C(C(N1)=O)C=1C=C(C=2N(N1)C=CN2)N2CC(CC2)C=2C=C(C(=O)NC)C=CC2